3-bromo-7-chloro-6-((3-methoxy-3-oxopropyl)thio)-1H-indole-1-carboxylic acid tert-butyl ester C(C)(C)(C)OC(=O)N1C=C(C2=CC=C(C(=C12)Cl)SCCC(=O)OC)Br